(S)-(3-(1-amino-1,3-dihydrospiro[indene-2,4'-piperidine]-1'-yl)-6-(3-(5-methoxy-1H-benzo[d]imidazol-1-yl)prop-1-yn-1-yl)pyrazin-2-yl)methanol N[C@@H]1C2=CC=CC=C2CC12CCN(CC2)C=2C(=NC(=CN2)C#CCN2C=NC1=C2C=CC(=C1)OC)CO